ClC1=C(C=NC=C1F)\C=N\S(=O)C(C)(C)C (E)-N-((4-chloro-5-fluoropyridin-3-yl)methylene)-2-methylpropane-2-sulfinamide